BrCCOC1=C2C(N(C(C2=CC=C1)=O)C1C(NC(CC1)=O)=O)=O 4-(2-bromoethoxy)-2-(2,6-dioxopiperidin-3-yl)isoindoline-1,3-dione